ClC1(CC1)C(CN1N=CNC1=O)(CC1=C(C=CC=C1)Cl)O 2-(2-(1-chlorocyclopropyl)-3-(2-chlorophenyl)-2-hydroxypropyl)-2,4-dihydro-3H-1,2,4-triazol-3-one